(R)-5-[2-[[2-(2-ethoxyphenoxy)ethyl]amino]propyl]-2-methoxy-benzenesulfonamide C(C)OC1=C(OCCN[C@@H](CC=2C=CC(=C(C2)S(=O)(=O)N)OC)C)C=CC=C1